C(C)(=O)OC O-methyl acetate